N-[tris(hydroxy-methyl)methyl]glycine OCC(NCC(=O)O)(CO)CO